N-[3-[5-chloro-2-(difluoromethoxy)phenyl]-1H-pyrazol-4-yl]-6-ethynyl-imidazo[1,2-b]pyridazine-3-carboxamide ClC=1C=CC(=C(C1)C1=NNC=C1NC(=O)C1=CN=C2N1N=C(C=C2)C#C)OC(F)F